COC1=CC=C(C=C1)C=1C=C(CN1)C1=CC=CC=C1 5-(4-methoxyphenyl)-3-phenyl-2H-pyrrole